N-tert-butyl-2-[[2-(3H-imidazol-4-yl)-5H,6H,7H-cyclopenta[d]pyrimidin-4-yl](methyl)amino]acetamide C(C)(C)(C)NC(CN(C)C=1C2=C(N=C(N1)C=1NC=NC1)CCC2)=O